tert-butyl 2-(5-(4-fluoropiperidin-1-yl) pyrazin-2-yl)-4-oxo-6,7-dihydrothiazolo[5,4-c]pyridine-5(4H)-carboxylate FC1CCN(CC1)C=1N=CC(=NC1)C=1SC=2C(N(CCC2N1)C(=O)OC(C)(C)C)=O